1-(5-(tert-butoxy)pyrimidin-2-yl)-N-(3-chloro-5-(methylsulfonamido)phenyl)-5-methyl-1H-pyrrole-3-carboxamide C(C)(C)(C)OC=1C=NC(=NC1)N1C=C(C=C1C)C(=O)NC1=CC(=CC(=C1)NS(=O)(=O)C)Cl